C(C)(C)(C)OC(=O)N1CC=2N(C[C@@H]1C)N=CC2N2S(CC(C2C)O)(=O)=O (6S)-3-(4-hydroxy-3-methyl-1,1-dioxo-1,2-thiazolidin-2-yl)-6-methyl-6,7-dihydro-4H-pyrazolo[1,5-a]pyrazine-5-carboxylic acid tert-butyl ester